ClC1=CC=C(C=C1)C1=CC(=NC(=N1)C=1C=NC=CC1)N1CC(C1)O (6-(4-chlorophenyl)-2-(pyridin-3-yl)pyrimidin-4-yl)azetidin-3-ol